benzylthiazine C(C1=CC=CC=C1)C=1NSC=CC1